C(C)OC(=O)C=1C(=C2C(=NC1)NC=C2)NC2CCCC2 4-(Cyclopentylamino)-1H-pyrrolo[2,3-b]pyridine-5-carboxylic acid ethyl ester